2,6-dihydro-1H-pyrrolo[3,4-c]pyrazole N1NCC2=C1CN=C2